1-(3-((4,4-bis(((Z)-oct-5-en-1-yl) oxy) butanoyl) oxy)-2-(((4-(((2-(pyrrolidin-1-yl) ethyl) carbamoyl) oxy) nonanoyl) oxy) methyl) propyl) pimelate C(CCCCCC(=O)[O-])(=O)OCC(COC(CCC(OCCCC\C=C/CC)OCCCC\C=C/CC)=O)COC(CCC(CCCCC)OC(NCCN1CCCC1)=O)=O